FC(C(=O)O)(F)F.FC=1C=2N(C=C(C1)NC(=O)C1=CC=C(C3=CN(N=C13)CC(F)(F)F)N1CCNCC1)C=C(N2)C N-{8-fluoro-2-methylimidazo[1,2-a]pyridin-6-yl}-4-(piperazin-1-yl)-2-(2,2,2-trifluoroethyl)indazole-7-carboxamide trifluoroacetic acid salt